2,2',2'',2'''-(4,4',5,5'-tetrahydroxy-10,10'-dioxo-9,9',10,10'-tetrahydro-[9,9'-bianthracene]-3,3',6,6'-tetrayl)tetraacetic acid OC1=C(C=CC=2C(C3=CC=C(C(=C3C(C12)=O)O)CC(=O)O)C1C2=CC=C(C(=C2C(C=2C(=C(C=CC12)CC(=O)O)O)=O)O)CC(=O)O)CC(=O)O